C(#N)C=1C=C(C=CC1)C=1N=C(SC1C1=CC(=NC(=C1)C)C(C)(C)O)NC(=O)N1CC2(COC2)C1 N-[4-(3-Cyanophenyl)-5-[2-(1-hydroxy-1-methyl-ethyl)-6-methyl-4-pyridyl]thiazol-2-yl]-2-oxa-6-azaspiro[3.3]heptan-6-carboxamid